BrCCCCON1C(C=CC2=CC=CC=C12)=O (4-bromobutoxy)-2(1H)-quinolinone